N-(2-hydroxyethyl)-3-iodo-1-(4-(trifluoromethoxy)phenyl)-1H-pyrazolo[3,4-b]pyridine-4-carboxamide OCCNC(=O)C=1C2=C(N=CC1)N(N=C2I)C2=CC=C(C=C2)OC(F)(F)F